O=C1NC(CC[C@H]1N(C(C1=CC=C(C=C1)N1CCN(CC1)CCCCCOC1=CC=C(C=C1)[C@H]1[C@H](CCC2=CC(=CC=C12)O)C1=CC=CC=C1)=O)C)=O |&1:6| rac-N-(2,6-dioxopiperidin-3-yl)-4-(4-(5-(4-((1R,2S)-6-hydroxy-2-phenyl-1,2,3,4-tetrahydronaphthalen-1-yl)phenoxy)pentyl)piperazin-1-yl)-N-methylbenzamide